N-({4-[(3,3-difluorocyclobutyl)-oxy]pyrimidin-5-yl}methyl)-6-(difluoromethoxy)-5-fluoropyridine-3-carboxamide FC1(CC(C1)OC1=NC=NC=C1CNC(=O)C=1C=NC(=C(C1)F)OC(F)F)F